C1CC12C1(CC1)C2C(NC(=O)C=2C(=NOC2)C)C2=NC1=C(N2)C=CC(=C1F)C1CCOCC1 N-{dispiro[2.0.24.13]heptane-7-yl-[4-fluoro-5-(tetrahydropyran-4-yl)-1H-benzimidazol-2-yl]methyl}-3-methylisoxazole-4-carboxamide